3-(3,4,5-trimethoxyphenyl)-1H-pyrazole-5-carboxylic acid ethyl ester C(C)OC(=O)C1=CC(=NN1)C1=CC(=C(C(=C1)OC)OC)OC